BrCC(CCCC(CCCCCCCC(CCCC)C)C)C 1-bromo-2,6,14-trimethyloctadecane